(3R,4S)-3-cyclopropyl-1-(3-fluoro-6-pyridin-3-ylpyrazolo[1,5-a]pyrazin-4-yl)-4-methyl-2-oxopyrrolidine-3-carbonitrile C1(CC1)[C@]1(C(N(C[C@H]1C)C=1C=2N(C=C(N1)C=1C=NC=CC1)N=CC2F)=O)C#N